CC1(N(CCC1)CCCNC(=O)C1=CC(=C(S1)NC(=O)C=1C=NN2C1SC(=C2)C=2C=NN(C2)C)C)C N-(5-((3-(2,2-dimethylpyrrolidin-1-yl)propyl)carbamoyl)-3-methylthiophen-2-yl)-2-(1-methyl-1H-pyrazol-4-yl)pyrazolo[5,1-b]thiazole-7-carboxamide